[AlH4-].[Li+].BrC1=CC2=CN(N=C2C=C1OC1CC1)C1CCC(CC1)CCO 2-((1r,4r)-4-(5-Bromo-6-cyclopropoxy-2H-indazol-2-yl)cyclohexyl)ethan-1-ol Lithium aluminum hydride